CC=1OC(=CN1)C(=O)N[C@@H](C)C1=CC=C(C=C1)NC(OCC1=CC=C(C=C1)Cl)=O 4-chlorobenzyl (S)-(4-(1-(2-methyloxazole-5-carboxamido)eth-yl)phenyl)carbamate